C1N(CCC2=CC=NC=C12)C(=O)[O-] 3,4-dihydro-1H-2,7-naphthyridine-2-carboxylate